2-(1-methyl-1H-pyrazol-4-yl)piperazine CN1N=CC(=C1)C1NCCNC1